3-[4-[6-[[6-(2,5-dioxopyrrolidin-1-yl)oxy-6-oxohexyl] carbamoylamino]-1,3-benzoxazol-2-yl]pyridin-1-ium-1-yl]propane-1-sulphonate O=C1N(C(CC1)=O)OC(CCCCCNC(=O)NC1=CC2=C(N=C(O2)C2=CC=[N+](C=C2)CCCS(=O)(=O)[O-])C=C1)=O